4-methoxy-6,7-dihydro-5H-cyclopenta[b]pyridine COC1=C2C(=NC=C1)CCC2